C(CCCCCCCCCCC)(=O)OCCCCCCCCCCCC lauryl monolaurate